FC(C(=O)O)(F)F.OC1=C(C#N)C=CC=C1C#N 2-hydroxyisophthalonitrile 2,2,2-trifluoroacetate